2-fluoro-4-(trifluoromethyl)phenol FC1=C(C=CC(=C1)C(F)(F)F)O